6-chloro-4-(2,7-dimethyl-9-anthryl)-5-hydroxy-2-methyl-3(2H)-pyridazinone ClC=1C(=C(C(N(N1)C)=O)C=1C2=CC(=CC=C2C=C2C=CC(=CC12)C)C)O